C[SiH]1O[SiH](O[SiH](O[SiH](O[SiH](O[SiH](O1)C)C)C)C)C 2,4,6,8,10,12-Hexamethyl-cyclohexasiloxane